6-(aminomethyl)-3-methyl-2-phenylchromen-4-one NCC=1C=C2C(C(=C(OC2=CC1)C1=CC=CC=C1)C)=O